carbon xylitol C([C@H](O)[C@@H](O)[C@H](O)CO)O.[C]